C1(=CC=CC=C1)C1C(CCCCC1)NS(=O)(=O)C1=CC=C(C=C1)OC(F)(F)F N-(2-phenylcycloheptyl)-4-(trifluoromethoxy)benzene-sulfonamide